(+/-)-1-tert-butyl 3-ethyl (trans,trans)-4-[3-(2-methoxy ethoxy)phenyl]-2-methylpiperidine-1,3-dicarboxylate COCCOC=1C=C(C=CC1)C1C(C(N(CC1)C(=O)OC(C)(C)C)C)C(=O)OCC